1-((3-fluoro-5-methoxy-2',2''-dimethyl-3''-(pyrimidine-4-carboxamido)-[1,1':3',1''-terphenyl]-4-yl)methyl)azetidine-3-carboxylic acid FC=1C=C(C=C(C1CN1CC(C1)C(=O)O)OC)C1=C(C(=CC=C1)C1=C(C(=CC=C1)NC(=O)C1=NC=NC=C1)C)C